CC1=NC2=C(N1C1=CC=C3CC(NC3=C1)=O)C=CC(=C2)C(=O)N methyl-1-(2-oxoindolin-6-yl)benzimidazole-5-carboxamide